6-Chloro-4-((2S,5R)-4-(1-(4-(hydroxymethyl)phenyl)ethyl)-2,5-dimethylpiperazin-1-yl)-1-methylpyrido[3,2-d]pyrimidin-2(1H)-one ClC=1C=CC=2N(C(N=C(C2N1)N1[C@H](CN([C@@H](C1)C)C(C)C1=CC=C(C=C1)CO)C)=O)C